(tert-butyl)-5-(2,3-dimethylphenyl)-3-(6-fluoropyridin-3-yl)-6-methoxy-1H-pyrazolo[4,3-b]pyridine C(C)(C)(C)N1N=C(C2=NC(=C(C=C21)OC)C2=C(C(=CC=C2)C)C)C=2C=NC(=CC2)F